S(=O)(=O)([O-])[O-].[Na+].OC1[C@H](N)[C@@H](O)[C@H](O)[C@H](O1)CO.[Na+] D-glucosamine sodium sulfate